C(C)(C)(C)OC(=O)N1CCC(CC1)C(O)C1=NC2=CC(=NC=C2C=C1)Cl 4-[(7-chloro-1,6-naphthyridin-2-yl)(hydroxy)methyl]Piperidine-1-carboxylic acid tert-butyl ester